N[C@H]1CN(CC[C@@H]2N(C1=O)[C@@H](CC2)C(=O)N2CC(C2)C=2C=NC=CC2)C(CCCCCC#CC2=C1CN(C(C1=CC=C2)=O)C2C(NC(CC2)=O)=O)=O 3-(4-(8-((5S,8S,10aR)-5-amino-6-oxo-8-(3-(pyridin-3-yl)azetidine-1-carbonyl)octahydropyrrolo[1,2-a][1,5]diazocin-3(4H)-yl)-8-oxooct-1-yn-1-yl)-1-oxoisoindolin-2-yl)piperidine-2,6-dione